N-[(1,1'-biphenyl-2-yl)]benzamidine C1(=C(C=CC=C1)NC(C1=CC=CC=C1)=N)C1=CC=CC=C1